(4-(2,6-dioxopiperidin-3-yl)phenyl)pyrrolidine-3-carbaldehyde O=C1NC(CCC1C1=CC=C(C=C1)N1CC(CC1)C=O)=O